COS(=O)(=O)[O-].C(CCCCCCCCCCCCCCCCC)(=O)[N+](CO)(CC)C(CCCCCCCCCCCCCCCCC)=O distearoyl-ethylhydroxymethylammonium methylsulfate